IC1=CC(=NC(=C1)N1CCOCC1)N[C@@H]1COCCC1 4-iodo-6-(morpholin-4-yl)-N-[(3S)-oxan-3-yl]pyridin-2-amine